(1r,3r)-3-(3-amino-4-hydroxyphenoxy)cyclobutan-1-carbonitrile NC=1C=C(OC2CC(C2)C#N)C=CC1O